COC1=CC2=C(N(C=N2)C2=CC=C(C(=N2)C2=C(C=C(C=C2)F)OC)C(C)O)C=C1OC 1-(6-(5,6-dimethoxy-1H-benzo[d]imidazol-1-yl)-2-(4-fluoro-2-methoxyphenyl)pyridin-3-yl)ethan-1-ol